C(C=C)C1=CC(=C(C=C1)O)C1=CC2=C(NC=N2)C=C1 4-allyl-2-(1H-benzoimidazol-5-yl)phenol